tert-Butyl 3-((2-(4-fluoro-5-methyl-[1,1'-biphenyl]-3-carbonyl)hydrazinyl) sulfonyl)pyrrolidine-1-carboxylate FC1=C(C=C(C=C1C)C1=CC=CC=C1)C(=O)NNS(=O)(=O)C1CN(CC1)C(=O)OC(C)(C)C